C=C1CCN2CC(CC12)O 7-methylenehexahydro-1H-pyrrolizin-2-ol